rac-(1S,2S)-2-(4-methylpyrimidin-2-yl)cyclopropane-1-carboxylic acid CC1=NC(=NC=C1)[C@@H]1[C@H](C1)C(=O)O |r|